4-(3,8-diazabicyclo[3.2.1]oct-3-yl)pyrido[4,3-b]pyridine-3-carbonitrile C12CN(CC(CC1)N2)C2=C1C(=NC=C2C#N)C=CN=C1